3-(2-(5-cyclopropyl-3-(2-(trifluoromethyl)phenyl)isoxazol-4-yl)-7-azaspiro[3.5]non-1-en-7-yl)-1-methyl-1H-indazole-6-carboxylic acid C1(CC1)C1=C(C(=NO1)C1=C(C=CC=C1)C(F)(F)F)C1=CC2(C1)CCN(CC2)C2=NN(C1=CC(=CC=C21)C(=O)O)C